(S)-1-methyl-N-(1-(3-(6-methylpyrimidin-4-yl)-1,2,4-oxadiazol-5-yl)ethyl)-3-(trifluoromethyl)-1H-pyrazole-5-carboxamide CN1N=C(C=C1C(=O)N[C@@H](C)C1=NC(=NO1)C1=NC=NC(=C1)C)C(F)(F)F